C(C)(C)(C)C(C(=O)O)CC1=CC=C(C=C1)C=O Tert-butyl-3-(4-formylphenyl)propionic acid